7-chloro-6-fluoro-1-methyl-1,2,3,4-tetrahydroquinoline-5-carboxylic acid ClC=1C(=C(C=2CCCN(C2C1)C)C(=O)O)F